N-(m-toluylaminocarbonyl)-phenylalanine C1(=CC(=CC=C1)NC(=O)N[C@@H](CC1=CC=CC=C1)C(=O)O)C